[Ni]=O.[Cu].[Sn] tin copper nickel oxide